2-[1-(4-chloro-1,3-thiazol-2-yl)-1H-pyrazol-3-yl]-N-(5-cyclopropyl-1H-pyrazol-3-yl)acetamide ClC=1N=C(SC1)N1N=C(C=C1)CC(=O)NC1=NNC(=C1)C1CC1